1,3-dichlorocyclopentane ClC1CC(CC1)Cl